S(N)(OC[C@@H]1OC(O[C@H]1C1=C(C=C(C=C1)Cl)Cl)(C)C)(=O)=O ((4S,5S)-5-(2,4-dichlorophenyl)-2,2-dimethyl-1,3-dioxolan-4-yl)methyl sulfamate